[Br-].C[N+](CCCCCCCCCCCCCCCCCCC)(CCCCCCCCCCCCCCCCCCC)C dimethyldinonadecylammonium bromide